P(=O)(OCCCC(C)C)(OC)OC 4-methylpentyl dimethyl phosphate